CPCCCCCOC1=CC=CC=C1 methylphenoxypentylphosphine